methyl 6-[(3S,5S)-4-(tert-butoxycarbonyl)-3,5-dimethylpiperazin-1-yl]-2-[6-(methoxymethoxy)-2,7-dimethylindazol-5-yl]-1,8-naphthyridine-4-carboxylate C(C)(C)(C)OC(=O)N1[C@H](CN(C[C@@H]1C)C=1C=C2C(=CC(=NC2=NC1)C1=CC2=CN(N=C2C(=C1OCOC)C)C)C(=O)OC)C